C12OCC(CC1)(CC2)CO[C@@H]([C@H](N)C(=O)N2CCC(CC2)C2=CC(=C(C(=O)OC)C=C2)C(F)(F)F)C methyl 4-(1-(O-((2-oxabicyclo[2.2.2]octan-4-yl)methyl)-L-threonyl)piperidin-4-yl)-2-(trifluoromethyl)benzoate